NCC1=NN(C2=NC=CC(=C21)N2CC(C2)N(C(OC(C)(C)C)=O)C)C2=CC=C(C=C2)OC(F)(F)F tert-butyl (1-(3-(aminomethyl)-1-(4-(trifluoromethoxy)phenyl)-1H-pyrazolo[3,4-b]pyridin-4-yl)azetidin-3-yl)(methyl)carbamate